CN(C)CC1=CC=C(C=C1)C#CC=1C=CC(=C(C1)NC(=S)NC(C)=O)C N-((5-((4-((Dimethylamino)methyl)phenyl)ethynyl)-2-methylphenyl)carbamothioyl)acetamide